CCCCCCCCCCCCCCCCCCCCOC[C@H](COP(=O)([O-])OCC[N+](C)(C)C)OC(=O)CCC/C=C\C/C=C\C/C=C\C/C=C\C/C=C\CC 1-eicosyl-2-(5Z,8Z,11Z,14Z,17Z-eicosapentaenoyl)-glycero-3-phosphocholine